3-((Z)-{(3S,4R)-3-[(benzyloxycarbonyl)amino]-4-(2,6-difluoro-4-methoxyphenyl)-pyrrolidin-2-ylidene}amino)-propanoic acid ethyl ester C(C)OC(CC\N=C\1/NC[C@H]([C@@H]1NC(=O)OCC1=CC=CC=C1)C1=C(C=C(C=C1F)OC)F)=O